1-Tert-butyl ((1r,4r)-4-((4-(4-(2,6-dioxopiperidin-3-yl)-3-fluorophenyl)piperazin-1-yl) methyl)cyclohexyl)carbamate O=C1NC(CCC1C1=C(C=C(C=C1)N1CCN(CC1)CC1CCC(CC1)NC(OC(C)(C)C)=O)F)=O